ClC=1C=C(C=CC1F)NC(=O)[C@@H]1CN(CC1)C(C(=O)OCC)=O Ethyl {(3S)-3-[(3-chloro-4-fluorophenyl)carbamoyl]pyrrolidin-1-yl}(oxo)acetate